(4-(2,3-bis(4-methoxyphenyl)quinoxalin-5-yl)phenyl)diphenylphosphine oxide COC1=CC=C(C=C1)C1=NC2=CC=CC(=C2N=C1C1=CC=C(C=C1)OC)C1=CC=C(C=C1)P(C1=CC=CC=C1)(C1=CC=CC=C1)=O